(S)-N-(4-nitro-2-fluorophenylethyl)-2-hydroxypropionamide [N+](=O)([O-])C1=CC(=C(C=C1)CCNC([C@H](C)O)=O)F